C(#N)C=1C(=NC=CC1)N1C=C(C=2C1=NC=C(C2)C=2C(=NOC2C)C)C2=C(C=C(C(=O)O)C=C2)OC(C)C 4-(1-(3-cyanopyridin-2-yl)-5-(3,5-dimethylisoxazol-4-yl)-1H-pyrrolo[2,3-b]pyridin-3-yl)-3-isopropoxybenzoic acid